C(C)OC(=O)C=1C=C(C=CC1)C1=C(C=CC=C1)CN1C=CC2=CC(=CC=C12)C(N[C@@H](C)C1=CC=C(C=C1)Br)=O.BrCCC(=O)C1=CN=CN1 3-bromo-1-(1H-imidazol-5-yl)propan-1-one (S)-ethyl-2'-((5-((1-(4-bromophenyl)ethyl)carbamoyl)-1H-indol-1-yl)methyl)-[1,1'-biphenyl]-3-carboxylate